Trimethoxysilylpropyl methacrylate C(C(=C)C)(=O)OCCC[Si](OC)(OC)OC